ethyl 2-((2-chloro-3-fluoropyridin-4-yl) methyl)-3-oxobutanoate ClC1=NC=CC(=C1F)CC(C(=O)OCC)C(C)=O